CC(=C(CCCC)C(=O)O)C(=O)O hept-2-ene-2,3-dicarboxylic acid